C(#N)C=1C=CC(=NC1)N1CCN(CC1)CC=1C=CC(=NC1)NC(=O)NCC 1-(5-((4-(5-cyanopyridin-2-yl)piperazin-1-yl)methyl)pyridin-2-yl)-3-ethylurea